The molecule is a member of the class of purines that is 9H-purine in which the hydrogens at positions 2 and 6 are replaced by a [4-(morpholin-4-yl)phenyl]nitrilo group and a cyclohexylamino group, respectively. It has a role as an antineoplastic agent, a cell dedifferentiation agent, an adenosine A3 receptor antagonist and an Aurora kinase inhibitor. It is a member of purines, a member of morpholines, a secondary amino compound and a tertiary amino compound. It derives from a 9H-purine-2,6-diamine. C1CCC(CC1)NC2=NC(=NC3=C2NC=N3)NC4=CC=C(C=C4)N5CCOCC5